FC(C=1C(=C(C=CC1)[C@@H](C)NC=1C2=C(N=C(N1)C)N=CC(=C2)C2=CSC=C2)F)F (R)-N-(1-(3-(difluoromethyl)-2-fluorophenyl)ethyl)-2-methyl-6-(thiophen-3-yl)pyrido[2,3-d]pyrimidin-4-amine